C(C)(C)NC1=NC=CC(=C1)CN1C(N(C(C1(C)C)=O)C1=CC=C(C=C1)C1(CCC1)C)=O 1-((2-(isopropylamino)pyridin-4-yl)methyl)-5,5-dimethyl-3-(4-(1-methylcyclobutyl)phenyl)imidazolidine-2,4-dione